O[C@]1(C2=NN=C(C=3C(=CC(=C(O[C@@H](CC(CCC1)=O)C)N3)C(F)(F)F)NC(OC(C)(C)C)=O)O2)C(F)(F)F tert-Butyl N-[(6R,12R)-6-hydroxy-12-methyl-10-oxo-6,15-bis(trifluoromethyl)-13,19-dioxa-3,4,18-triazatricyclo[12.3.1.12,5]nonadeca-1(18),2,4,14,16-pentaen-17-yl]carbamate